C(C)OC(C(=O)NNC(C1=CC(=C(C=C1)NC1=NC=2N([C@@H](C(N(C2C=N1)C)=O)CC)C1CCCC1)OC)=O)=O (R)-2-(2-(4-((8-cyclopentyl-7-ethyl-5-methyl-6-oxo-5,6,7,8-tetrahydropteridin-2-yl)amino)-3-methoxybenzoyl)hydrazino)-2-oxoacetic acid ethyl ester